FC(N1CCC(CC1)N)F 1-(difluoromethyl)piperidin-4-amine